Cl.N[C@@H](C(=O)O)CC=1C=NC(=CC1)C(F)(F)F (2R)-2-amino-3-[6-(trifluoromethyl)-3-pyridinyl]Propionate hydrochloride